FP1(OCCCO1)(OCC(F)F)F 2,2-difluoro-2-(2,2-difluoroethoxy)-1,3,2-dioxaphosphorinane